ClC1=CC(=C(CN[C@H](C(=O)O)CCCN2CCOCC2)C=C1)OC1=CC=C(C=C1)C1=CN=C(N1C)CN(C)C (S)-2-((4-chloro-2-(4-(2-((dimethylamino)methyl)-1-methyl-1H-imidazol-5-yl)phenoxy)benzyl)amino)-5-morpholinopentanoic acid